(Z)-Methyl 3-(2-chlorophenyl)-2-((ethoxycarbonyl)imino)-2,3-dihydrothiazole-4-carboxylate ClC1=C(C=CC=C1)N1/C(/SC=C1C(=O)OC)=N/C(=O)OCC